TERT-BUTYL 7-(6-NITRO-3-PYRIDYL)-4,7-DIAZASPIRO[2.5]OCTANE-4-CARBOXYLATE [N+](=O)([O-])C1=CC=C(C=N1)N1CCN(C2(CC2)C1)C(=O)OC(C)(C)C